C(C)(C)N1N=C(C(=C1C)CC(=O)O)C 2-(1-isopropyl-3,5-dimethyl-pyrazol-4-yl)acetic acid